Cl.N1=CC=C(C=C1)CCC=1SC=C(N1)C=NO 2-(2-(pyridin-4-yl)ethyl)thiazole-4-carbaldehyde oxime hydrochloride